N(=C=O)C(CCCCCN1C(N(C(N(C1=O)CCCCCC(CCCCCCCCCC)N=C=O)=O)CCCCCC(CCCCCCCCCC)N=C=O)=O)CCCCCCCCCC 1,3,5-tris(6-isocyanatohexadec-1-yl)-1,3,5-triazine-2,4,6(1H,3H,5H)-trione